C(C)(C)(C)C1=CC=C(C=C1)C1=NC(=NN1C)CN1CC(CC1)(C)C 5-(4-(tert-butyl)phenyl)-3-((3,3-dimethylpyrrolidin-1-yl)methyl)-1-methyl-1H-1,2,4-triazole